(E)-1-(2,4-Dihydroxyphenyl)-3-[3-[(2-ethoxyphenoxy)methyl]-4-methoxyphenyl]prop-2-en-1-one OC1=C(C=CC(=C1)O)C(\C=C\C1=CC(=C(C=C1)OC)COC1=C(C=CC=C1)OCC)=O